(4-(2-(2-Aminopyridin-3-yl)-5-(tetrahydrofuran-3-yl)-3H-imidazo[4,5-b]pyridin-3-yl)phenyl)methanol NC1=NC=CC=C1C1=NC=2C(=NC(=CC2)C2COCC2)N1C1=CC=C(C=C1)CO